FC1([C@H](C1)C1=NN2C(N(C([C@@H](CC2)NC(=O)C2=NN(C=N2)CC2=CC=C(C=C2)F)=O)C)=C1)F N-((R)-2-((R)-2,2-Difluorocyclopropyl)-4-methyl-5-oxo-5,6,7,8-tetrahydro-4H-pyrazolo[1,5-a][1,3]diazepin-6-yl)-1-(4-fluorobenzyl)-1H-1,2,4-triazol-3-carboxamid